C(C1=CC=CC=C1)C1=CC=C(OC2=CC=C3C(=C(N=C(C3=C2)OC)C(=O)NCC(=O)O)O)C=C1 (7-(4-Benzylphenoxy)-4-hydroxy-1-methoxyisoquinoline-3-carbonyl)glycine